C(#N)C=1C=C(C=NC1OC)C1CN(CCC1)C(=O)OC(C)(C)C tert-butyl 3-(5-cyano-6-methoxypyridin-3-yl)piperidine-1-carboxylate